ClC=1C=C(C=CC1F)OC1=CC=C(C=C1)N1C(N[C@@H](C1=O)C)=O (5R)-3-{4-[(3-chloro-4-fluorophenyl)oxy]phenyl}-5-methyl-2,4-imidazolidinedione